COC(=O)C1=NN(C(=C1)Br)CC1=CC=CC=C1 benzyl-5-bromo-1H-pyrazole-3-carboxylic acid methyl ester